COC=1C(=CC(=C(C1)N1CCC(CC1)N1CCC2(CCCNC2)CC1)C=1C=NN(C1)C)[N+](=O)[O-] 9-(1-(5-methoxy-2-(1-methyl-1H-pyrazol-4-yl)-4-nitrophenyl)piperidin-4-yl)-2,9-diazaspiro[5.5]undecane